CC=1C=C(CN2C(N(CCC2=O)C=2C=NN3C2C=C(C=C3)CC3CCN(CC3)C(=O)OC(C)(C)C)=O)C=CC1C tert-butyl 4-((3-(3-(3,4-dimethylbenzyl)-2,4-dioxotetrahydropyrimidin-1(2H)-yl)pyrazolo[1,5-a]pyridin-5-yl)methyl)piperidine-1-carboxylate